N-[4-[2-(3-cyclopropylmorpholin-4-yl)-6-oxo-1H-pyridin-4-yl]-2-pyridinyl]acetamide C1(CC1)C1N(CCOC1)C=1NC(C=C(C1)C1=CC(=NC=C1)NC(C)=O)=O